4-Cycloheptylaminobutan C1(CCCCCC1)NCCCC